C(=O)C1CN(CC1)C(=O)O 3-formylpyrrolidine-1-carboxylic acid